2-{4-[5-chloro-2-(3-methyl-1,2-oxazol-5-yl)phenyl]-5-methoxy-2-oxopyridin-1(2H)-yl}-4-methoxybutyric acid tert-butyl ester C(C)(C)(C)OC(C(CCOC)N1C(C=C(C(=C1)OC)C1=C(C=CC(=C1)Cl)C1=CC(=NO1)C)=O)=O